4-chloro-N-(1,1-dimethylsilacyclooctan-4-yl)-6-methyl-1H-pyrrolo[2,3-b]pyridine-2-carboxamide ClC1=C2C(=NC(=C1)C)NC(=C2)C(=O)NC2CC[Si](CCCC2)(C)C